Amino-biotin NC(C(O)=O)CCC[C@@H]1SC[C@@H]2NC(=O)N[C@H]12